C(C1=CC=C(C(=O)[O-])C=C1)(=O)[O-].C1(=C(C=CC=C1)[Sn+](C1=C(C=CC=C1)C)C1=C(C=CC=C1)C)C.C1(=C(C=CC=C1)[Sn+](C1=C(C=CC=C1)C)C1=C(C=CC=C1)C)C tritolyltin terephthalate